2-(4-Methoxyphenyl)benzo[d]oxazole-5-carboxylic acid COC1=CC=C(C=C1)C=1OC2=C(N1)C=C(C=C2)C(=O)O